rel-2-((1R,3R,4S)-4-hydroxy-3-methylcyclohexyl)-N-(imidazo[1,2-b]pyridazin-3-yl)-6-methoxy-2H-indazole-5-carboxamide O[C@@H]1[C@@H](C[C@@H](CC1)N1N=C2C=C(C(=CC2=C1)C(=O)NC1=CN=C2N1N=CC=C2)OC)C |o1:1,2,4|